ClC1=NC(=CC(=N1)C(=O)O)C(C)(C)O 2-chloro-6-(2-hydroxy-prop-2-yl)pyrimidine-4-carboxylic acid